ClC=1N=C(C2=C(N1)N(C=C2)COCC[Si](C)(C)C)OC=2CN(C=CC2F)C(=O)OC(C)(C)C tert-butyl (3S,4R)-3-((2-chloro-7-((2-(trimethylsilyl) ethoxy) methyl)-7H-pyrrolo[2,3-d]pyrimidin-4-yl) oxy)-4-fluoropyridine-1-carboxylate